Bis(4-aminophenoxy)ethane methyl-6-[(3-chlorophenyl)methyl]-2-(3,4-dichlorophenyl)-1-ethyl-4-oxo-pyridine-3-carboxylate COC(=O)C1=C(N(C(=CC1=O)CC1=CC(=CC=C1)Cl)CC)C1=CC(=C(C=C1)Cl)Cl.NC1=CC=C(OC(C)OC2=CC=C(C=C2)N)C=C1